C1(=CC=CC=C1)[C@@H](C)NC1=C2C(NC=N1)=NC(=C2)C2=CC=C(C=C2)O (R)-4-[4-[(1-phenyl-ethyl)amino]-1H-pyrrolo[2,3-d]pyrimidin-6-yl]-phenol